C12(CCC(C1)C2)NC2=NC(=NC=C2C(=O)N)NC2CCC(CC2)OCC 4-(bicyclo[2.1.1]hexan-1-ylamino)-2-((1r,4r)-4-ethoxycyclohexylamino)pyrimidine-5-carboxamide